C(C1=CC=CC=C1)OC(CC1(CN(C1)C(=O)OC(C)(C)C)NC)=O tert-butyl 3-(2-(benzyloxy)-2-oxoethyl)-3-(methylamino)azetidine-1-carboxylate